FC=1C=C2C=3C(=NNC(C3C1)=O)C(C(N2)C2=CC=C(C=C2)F)N2C(C1C3CCC(C1C2=O)O3)=O 5-fluoro-8-(4-fluorophenyl)-9-(4,7-epoxyhexahydroisoindole-1,3(2H)-dione-2-yl)-8,9-dihydro-2H-pyrido[4,3,2-de]phthalazin-3(7H)-one